OC(CC(=O)[O-])C.[Fe+2].OC(CC(=O)[O-])C iron 3-hydroxybutyrate